FCCC(CCC)F 1,3-difluorohexane